FC(C=1C(=CNC1)C(=O)OCC)(F)F ethyl 4-(trifluoromethyl)-1H-pyrrole-3-carboxylate